[Cl-].C(CCC)N1CN(C=C1)C.C(CCC)N1CN(C=C1)C.[Al+3].[Cl-].[Cl-] aluminum bis(1-butyl-3-methylimidazole) chloride